3-(4-(7,7-difluoro-2-(2-methylazetidin-1-yl)-6,7-dihydro-5H-cyclopenta[d]pyrimidin-4-yl)phenyl)oxetan-3-amine FC1(CCC2=C1N=C(N=C2C2=CC=C(C=C2)C2(COC2)N)N2C(CC2)C)F